2,3-dicarboxylpyrazine C(=O)(O)C1=NC=CN=C1C(=O)O